[C@H]12OC[C@H](N(C1)CCCCN1C3=C(OC4=C1N=CC(=C4)C=4C=C1C=NNC1=CC4)C=C(C(=C3)C)C=3C=C4C=NNC4=CC3)C2 10-(4-((1R,4R)-2-oxa-5-azabicyclo[2.2.1]heptan-5-yl)butyl)-3,7-di(1H-indazol-5-yl)-8-methyl-10H-benzo[b]pyrido[2,3-e][1,4]oxazine